azetidin-2-one N1C(CC1)=O